dimethylbenzyl-(3-sulfopropyl)ammonium C[N+](CCCS(=O)(=O)O)(CC1=CC=CC=C1)C